(1S,2S)-2-(3-chlorophenyl)-N-(6-(((6-cyclopropylimidazo[1,2-a]pyridin-2-yl)methyl)amino)-2-oxo-2,3-dihydropyrimidin-4-yl)cyclopropane-1-carboxamide ClC=1C=C(C=CC1)[C@@H]1[C@H](C1)C(=O)NC=1NC(N=C(C1)NCC=1N=C2N(C=C(C=C2)C2CC2)C1)=O